COC=1C=C(OC2C(C(C2(C)C)CC(=O)N)(C)C)C=CC1C#N (3-(3-methoxy-4-cyanophenoxy)-2,2,4,4-tetramethylcyclobutyl)acetamide